C(C)S(=O)(=O)C=1C(=NC=C(C1)C1=CC(=CC=C1)C(F)(F)F)C1=NC=2N(C=C1)N=C(C2)C(F)(F)F 5-(3-(ethylsulfonyl)-5-(3-(trifluoromethyl)phenyl)pyridin-2-yl)-2-(trifluoromethyl)pyrazolo[1,5-a]pyrimidine